COC1=CC=C(C=C1)N1C(=NC2=CC=C(C=C2C1=O)[N+](=O)[O-])[C@@H]1CNCC1 (S)-3-(4-methoxyphenyl)-6-nitro-2-(pyrrolidin-3-yl)quinazolin-4(3H)-one